3-(2-(1-(isobutylthio)-2-methylpropoxy)-2,2-diphenylacetoxy)spiro[bicyclo[3.2.1]octane-8,1'-pyrrolidin]-8-ium 2,2,2-trifluoroacetate FC(C(=O)[O-])(F)F.C(C(C)C)SC(C(C)C)OC(C(=O)OC1CC2CCC(C1)[N+]21CCCC1)(C1=CC=CC=C1)C1=CC=CC=C1